FC=1C(=NC=CC1)C(C1=CC=C2C=CC=NC2=C1O)N1CCCC1 7-((3-fluoropyridin-2-yl)(pyrrolidin-1-yl)methyl)quinolin-8-ol